BrC=1C=NC(=NC1)COC[C@H]1OCCC1 (S)-5-bromo-2-(((tetrahydrofuran-2-yl)methoxy)methyl)pyrimidine